O=C1N(CC2=C(C=CC=C12)OCC#C)C1C(NC(CC1)=O)=O 3-(1-oxo-4-prop-2-ynoxy-isoindolin-2-yl)piperidine-2,6-dione